tert-butyl 2-(diethoxyphosphoryl)-3-(4-octyloxazol-2-yl)propanoate C(C)OP(=O)(OCC)C(C(=O)OC(C)(C)C)CC=1OC=C(N1)CCCCCCCC